OC(C)C1=CC2=C(C(=NO2)C2=C(C=CC=C2)[C@H](CC2=NC=CC=C2)NC(OC(C)(C)C)=O)C=C1 tert-butyl (S)-{1-[2-(6-[1-hydroxyethyl]benzo[d]isoxazol-3-yl)phenyl]-2-(pyridine-2-yl)ethyl}carbamate